ClC1=C2C(=NN(C2=C(C=C1)NC([C@H](CC1=CC(=CC(=C1)F)F)NC(OC(C)(C)C)=O)=O)C)N(S(=O)(=O)C)CC1=CC=C(C=C1)OC tert-butyl (S)-(1-((4-chloro-3-(N-(4-methoxybenzyl)methylsulfonamido)-1-methyl-1H-indazol-7-yl)amino)-3-(3,5-difluorophenyl)-1-oxopropan-2-yl)carbamate